(R)-4-(5,8-dihydro-1,7-naphthyridin-7(6H)-yl)-1-(phenylthio)butan-2-amine hydrochloride Cl.N1=CC=CC=2CCN(CC12)CC[C@H](CSC1=CC=CC=C1)N